CC1OC(CC(C1)C(CC)=O)C 1-(tetrahydro-2,6-dimethyl-2H-pyran-4-yl)-1-Propanone